bis{(3-hydroxy-phenyl)phenyl}propane OC=1C=C(C=CC1)C1=C(C=CC=C1)C(C)(C)C1=C(C=CC=C1)C1=CC(=CC=C1)O